Tetrahydropyrimidine-5-carbonitrile N1CNCC(=C1)C#N